ethyl 2-[5-[5-[(1R)-1-(3,5-dichloro-4-pyridyl)ethoxy]-1H-indazol-3-yl]pyrimidin-2-yl]-2,8-diazaspiro[3.5]nonane-8-carboxylate ClC=1C=NC=C(C1[C@@H](C)OC=1C=C2C(=NNC2=CC1)C=1C=NC(=NC1)N1CC2(C1)CCCN(C2)C(=O)OCC)Cl